C(C)(C)(CC)O[SiH](C=CC1=CC=CC=C1)OC(C)(C)CC di(tert-pentyloxy)phenylvinylsilane